IC1=CC=2C=NC=CC2S1 2-iodothieno[3,2-c]pyridine